1-(4-(hexylthio)phenyl)-3-(4-methylpiperazin-1-yl)propan-1-one C(CCCCC)SC1=CC=C(C=C1)C(CCN1CCN(CC1)C)=O